C1=CC=C(C=C1)CC(=O)OO peroxyphenylacetic acid